6-methoxy-N2-methyl-N4-(piperazin-1-ylmethyl)-7-(3-(pyrrolidin-1-yl)propoxy)quinazoline-2,4-diamine COC=1C=C2C(=NC(=NC2=CC1OCCCN1CCCC1)NC)NCN1CCNCC1